N-(4-((5-(benzyloxy)-3-fluoro-2-(4-methoxyphenyl)-1H-indol-1-yl)methyl)phenethyl)cyclopropylamine C(C1=CC=CC=C1)OC=1C=C2C(=C(N(C2=CC1)CC1=CC=C(CCNC2CC2)C=C1)C1=CC=C(C=C1)OC)F